1-((2S,3R)-3-((4-(2-Azidopropan-2-yl)-6-chloro-2,7-naphthyridin-1-yl)oxy)-2-methylazetidin-1-yl)propan-1-one N(=[N+]=[N-])C(C)(C)C1=CN=C(C2=CN=C(C=C12)Cl)O[C@H]1[C@@H](N(C1)C(CC)=O)C